1,3-bis-diaminomethylcyclohexane NC(C1CC(CCC1)C(N)N)N